NCCC(=O)O β-Amino-propionic acid